3,5-diisopropyl-4-hydroxy-2-methylbenzoic acid, potassium salt [K+].C(C)(C)C=1C(=C(C(=O)[O-])C=C(C1O)C(C)C)C